3-((1E,3E)-2-nitrohexa-1,3-dien-1-yl)-1H-indole [N+](=O)([O-])/C(=C/C1=CNC2=CC=CC=C12)/C=C/CC